(1,5-Cyclooctadiene) acetate rhodium [Rh+3].C(C)(=O)[O-].C1=CCCC=CCC1.C(C)(=O)[O-].C(C)(=O)[O-]